COC(=O)/C(=C/1\\NC2=CC=CC=C2S1)/C#N The molecule is an alkyl cyanoacetate ester that is methyl cyanoacetate with a 1,3-benzothiazol-2(3H)-ylidene substituent at position 2. It has a role as a metabolite. It is a member of benzothiazoles, a nitrile and a methyl ester. It derives from a methyl cyanoacetate.